[Ir+3].FC=1C(=C(C=C(C1)F)C=1C(=NC=CC1)C(=O)O)C1=NC=CC=C1 3,5-difluoro-2-(2-pyridyl)phenyl-(picolinic acid) iridium (III)